C(C)(C)(C)OC(=O)N1C[C@@H]2C([C@@H]2C1)CN1CCC(CC1)NC(=O)OCC1=CC=CC=C1.C1(CC1)COC=1C=C(C=CC1F)C(C)=O 1-(3-(cyclopropylmethoxy)-4-fluorophenyl)ethan-1-one tert-butyl-(1R,5S,6s)-6-((4-(((benzyloxy)carbonyl)amino)piperidin-1-yl)methyl)-3-azabicyclo[3.1.0]hexane-3-carboxylate